(S)-6-(1-amino-1,3-dihydro-spiro[inden-2,4'-piperidin]-1'-yl)-3-(1-(o-tolyl)vinyl)-1,5-dihydro-4H-pyrazolo[3,4-d]pyrimidin-4-one N[C@@H]1C2=CC=CC=C2CC12CCN(CC2)C=2NC(C1=C(N2)NN=C1C(=C)C1=C(C=CC=C1)C)=O